((1S,4S)-2-oxa-5-azabicyclo[2.2.1]heptan-5-yl)(3-chloro-4-(6-(1-methylcyclopropoxy)-9-((4-methylpyridin-2-yl)methyl)-9H-purin-8-yl)phenyl)methanone [C@@H]12OC[C@@H](N(C1)C(=O)C1=CC(=C(C=C1)C=1N(C3=NC=NC(=C3N1)OC1(CC1)C)CC1=NC=CC(=C1)C)Cl)C2